6-(2-hydroxyethoxy)-3,4-dihydro-2H-1λ6,2-benzothiazine-1,1-dione OCCOC=1C=CC2=C(CCNS2(=O)=O)C1